(2S,3S,4R,5R)-5-(6-(3-(trifluoromethyl)benzylamino)-2-(5-chloropyridin-3-yl)-9H-purin-9-yl)-3,4-dihydroxyl-N-methyl-tetrahydrofuran-2-formamide FC(C=1C=C(CNC2=C3N=CN(C3=NC(=N2)C=2C=NC=C(C2)Cl)[C@H]2[C@@H]([C@@H]([C@H](O2)C(=O)NC)O)O)C=CC1)(F)F